2-(((3-Butyl-3-ethyl-7-(methylsulfanyl)-1,1-dioxido-5-phenyl-2,3,4,5-tetrahydro-1,5-benzothiazepin-8-yl)methyl)thio)acetic acid ethyl ester C(C)OC(CSCC1=CC2=C(N(CC(CS2(=O)=O)(CC)CCCC)C2=CC=CC=C2)C=C1SC)=O